5-(1-((4-Aminobicyclo[2.2.2]oct-1-yl)methyl)-3-methylpyrrolo[3,4-c]pyrazole-5(1H,4H,6H)-yl)quinoline-8-carbonitrile NC12CCC(CC1)(CC2)CN2N=C(C1=C2CN(C1)C1=C2C=CC=NC2=C(C=C1)C#N)C